tert-butyl (2S,4R)-4-[3-bromo-4-cyano-5-(methylamino)pyrazol-1-yl]-2-(methoxymethyl)pyrrolidine-1-carboxylate BrC1=NN(C(=C1C#N)NC)[C@@H]1C[C@H](N(C1)C(=O)OC(C)(C)C)COC